C(C)(=O)NC1=NC=CC=C1CCC(=O)OC methyl 2-acetamido-3-pyridine-propionate